tert-butyl 4-(5-(2,4-difluorophenoxy)-4-(2,6-dimethylpyridin-4-yl)-2-nitrophenyl)-3,6-dihydropyridine-1(2H)-carboxylate FC1=C(OC=2C(=CC(=C(C2)C=2CCN(CC2)C(=O)OC(C)(C)C)[N+](=O)[O-])C2=CC(=NC(=C2)C)C)C=CC(=C1)F